(E)-4-bromo-N-[4-(3-chloro-2-fluoro-anilino)-7-[2-[(1R,5S)-4-oxo-3-azabicyclo[3.1.0]hexan-1-yl]ethynyl]quinazolin-6-yl]but-2-enamide BrC/C=C/C(=O)NC=1C=C2C(=NC=NC2=CC1C#C[C@@]12CNC([C@H]2C1)=O)NC1=C(C(=CC=C1)Cl)F